6-chloro-N-[(1S)-1-[2-(6-ethoxypyridazin-3-yl)-1,2,4-triazol-3-yl]ethyl]-8-(trifluoromethyl)quinazolin-4-amine ClC=1C=C2C(=NC=NC2=C(C1)C(F)(F)F)N[C@@H](C)C=1N(N=CN1)C=1N=NC(=CC1)OCC